fluorobromo-3-(dicyanomethylene)inden-1-one FC1=C2C(C(C(C2=CC=C1)=O)Br)=C(C#N)C#N